potassium palmitat maleate C(\C=C/C(=O)O)(=O)[O-].C(CCCCCCCCCCCCCCC)(=O)O.[K+]